ClC=1C(=NC(=NC1)NC1=CC=C(C=C1)N1CCNCC1)NC1=C(C#N)C(=CC=C1)OCC1=C(C=CC=C1)F 2-((5-chloro-2-((4-(piperazin-1-yl)phenyl)amino)pyrimidin-4-yl)amino)-6-((2-fluorobenzyl)oxy)benzonitrile